CC(CCCCCCCCCC=CC=C)CCCC 14-methyloctadecene-1-ene